C1(CCCCCC1)CN1C(N(N=C1CC1=C(C=CC=C1)C(F)(F)F)C)=O 4-(cycloheptylmethyl)-2-methyl-5-(2-(trifluoromethyl)benzyl)-2,4-dihydro-3H-1,2,4-triazol-3-one